CC1(N(CCC1)CC(=O)NC=1C=C(C(=NC1)C)NC(=O)C=1C=NN2C1SC(=C2)C2=CC(=NC=C2)F)C N-(5-(2-(2,2-dimethylpyrrolidin-1-yl)acetamido)-2-methylpyridin-3-yl)-2-(2-fluoropyridin-4-yl)pyrazolo[5,1-b]thiazole-7-carboxamide